The molecule is a C-glycosylated naphthoisochromene derivative obtained from Streptomyces ravidus; exhibits antibiotic and anticancer properties. It has a role as an antimicrobial agent, an antineoplastic agent and a bacterial metabolite. It is a naphthoisochromene, an aromatic ether, a member of phenols, an olefinic compound, a C-glycosyl compound, a tertiary amine and an acetate ester. C[C@@H]1[C@@H]([C@@H]([C@H](C(O1)C2=C3C(=C(C=C2)O)C(=CC4=C3OC(=O)C5=C4C(=CC(=C5)C=C)OC)OC)O)N(C)C)OC(=O)C